C1(CC1)C1=CN=C(N=N1)C=1C(=NC=C(C1)I)N[C@@H]1C[C@H](CC1)N (1S,3S)-M-(6-cyclopropyl-1,2,4-triazin-3-yl)-N3-(5-iodopyridin-2-yl)cyclopentane-1,3-diamine